OC1=C(N=C(C2=CC(=CC=C12)OC1=CC2=CC=CC=C2C=C1)OC)C(=O)NCC(=O)O (4-hydroxy-1-methoxy-7-(naphthalen-2-yloxy)isoquinoline-3-carbonyl)glycine